NCC1(OCCC1)C1=CC(=C(C(=N1)C1=CC=C(C=C1)F)F)C(C)(C)O 2-(6-(2-(Aminomethyl)tetrahydrofuran-2-yl)-3-fluoro-2-(4-fluorophenyl)pyridin-4-yl)propan-2-ol